(7R,8R,9S,13S,14S,17S)-3-hydroxyl-13-methyl-7-(9-((4,4,5,5,5-pentafluoropentyl)sulfinyl)nonyl)-7,8,9,11,12,13,14,15,16,17-decahydro-6H-cyclopenta[a]phenanthrene OC=1C=CC=2[C@H]3CC[C@@]4(CCC[C@H]4[C@H]3[C@@H](CC2C1)CCCCCCCCCS(=O)CCCC(C(F)(F)F)(F)F)C